CC1=CC(=C(C=C1)C1=CC(=C(C=C1)C)N)N 4,4'-dimethyl-2,3'-diaminobiphenyl